silver-copper gold [Au].[Cu].[Ag]